CC1=C(SC=C1)C(=O)NC1=NN(C2=CC=CC=C12)CC1=CC=C(C=C1)C(F)(F)F 3-methyl-N-(1-(4-(trifluoromethyl)benzyl)-1H-indazol-3-yl)thiophene-2-carboxamide